dimethylphosphinic acid aluminum [Al].CP(O)(=O)C